CNCCOC(=O)C=1C=C(C=CC1N1C(C2=CC=C(C=C2C1=O)C=1N=NNC1)=O)C1=CC=CC=C1 4-[1,3-Dioxo-5-(1H-[1,2,3]triazol-4-yl)-1,3-dihydroisoindol-2-yl]biphenyl-3-carboxylic acid 2-methylamino-ethyl ester